[Si](C)(C)(C(C)(C)C)OCCC1=NC=2C(=NC(=CC2)C(=O)OC)N1C[C@H]1OCC1 methyl (S)-2-(2-((tert-butyldimethylsilyl) oxy) ethyl)-3-(oxetan-2-ylmethyl)-3H-imidazo[4,5-b]pyridine-5-carboxylate